C(C)(=O)ON1CC1 acetoxy-aziridine